Dimethyl 5,5'-((((3R,4S)-tetrahydrofuran-3,4-diyl)bis(azanediyl))bis(carbonyl))bis(1-(benzyloxy)-6-oxo-1,6-dihydropyridine-2-carboxylate) O1C[C@@H]([C@@H](C1)NC(=O)C1=CC=C(N(C1=O)OCC1=CC=CC=C1)C(=O)OC)NC(=O)C1=CC=C(N(C1=O)OCC1=CC=CC=C1)C(=O)OC